BrC(C(=O)SCC1=CC=C(C(=O)NCC)C=C1)(C)C 2-(4-(((2-bromo-2-methylpropionyl)thio)methyl)benzoylamino)ethane